4-(6-(N-(1-cyanocyclopropyl)sulfamoyl)-1-(5-(difluoromethyl)-1,3,4-thiadiazol-2-yl)-1H-indazol-4-yl)-N-methyl-N-(tetrahydro-2H-pyran-4-yl)piperazine-1-carboxamide C(#N)C1(CC1)NS(=O)(=O)C1=CC(=C2C=NN(C2=C1)C=1SC(=NN1)C(F)F)N1CCN(CC1)C(=O)N(C1CCOCC1)C